C(C)(C)C1=C(C=C(C(=C1)C(C)C)O)C 4,6-diisopropyl-3-methylphenol